C(C)(C)(C)OC(=O)N1CC(C(CC1)C(=O)N1CCN(CC1)C=1C(=CC=C2C(=NN(C12)C)C=1C(=NC(=CC1)OCC1=CC=CC=C1)OCC1=CC=CC=C1)F)C tert-butyl-4-[4-[3-(2,6-dibenzyloxy-3-pyridyl)-6-fluoro-1-methyl-indazol-7-yl]piperazine-1-carbonyl]-3-methyl-piperidine-1-carboxylate